Boc-(S)-3-amino-3-phenylpropanol C(=O)(OC(C)(C)C)[C@H](CC(C1=CC=CC=C1)N)O